(rac)-2-((4-(aminomethyl)-5-(tert-butoxycarbonyl)-1-(4-isopropyl-2-methylphenyl)-4,5,6,7-tetrahydro-1H-pyrazolo[4,3-c]pyridin-3-yl)methoxy)acetic acid NC[C@@H]1N(CCC2=C1C(=NN2C2=C(C=C(C=C2)C(C)C)C)COCC(=O)O)C(=O)OC(C)(C)C |r|